4-methoxy-3-(4,4,5,5-tetramethyl-1,3,2-dioxaborolan-2-yl)benzaldehyde COC1=C(C=C(C=O)C=C1)B1OC(C(O1)(C)C)(C)C